Cl.FC1=C2C=NN(C2=CC=C1N1C(N(C=C1)C=1N(N=C2C1[C@@H](NCC2)C)C2=CC(=C(C(=C2)C)F)C)=O)C (S)-1-(4-fluoro-1-methyl-1H-indazol-5-yl)-3-(2-(4-fluoro-3,5-dimethylphenyl)-4-methyl-4,5,6,7-tetrahydro-2H-pyrazolo[4,3-c]pyridin-3-yl)-1,3-dihydro-2H-imidazol-2-one hydrochloride